C(C)OC(CCC(=O)C1=NC(=CC(=C1O)C#N)CC1=C(C=CC=C1C)Cl)=O 4-[6-(2-chloro-6-methyl-benzyl)-4-cyano-3-hydroxy-pyridin-2-yl]-4-oxo-butyric acid ethyl ester